5-amino-N-(2,4-dimethoxybenzyl)-2-(4-methyl-1H-imidazol-1-yl)benzenesulfonamide NC=1C=CC(=C(C1)S(=O)(=O)NCC1=C(C=C(C=C1)OC)OC)N1C=NC(=C1)C